C(C)(C)(C)OC(=O)N1CCC2(CN(C2)C=2C=C3C(N(C(C3=CC2)=O)C2C(NC(CC2)=O)=O)=O)CC1 2-[2-(2,6-dioxo-3-piperidinyl)-1,3-dioxo-isoindolin-5-yl]-2,7-diazaspiro[3.5]nonane-7-carboxylic acid tert-butyl ester